3-(3-((4-(4-(1-acetyl-4-((4-chlorophenyl)amino)-2-methyl-1,2,3,4-tetrahydroquinolin-6-yl)phenyl)piperazin-1-yl)methyl)phenyl)piperidine-2,6-dione C(C)(=O)N1C(CC(C2=CC(=CC=C12)C1=CC=C(C=C1)N1CCN(CC1)CC=1C=C(C=CC1)C1C(NC(CC1)=O)=O)NC1=CC=C(C=C1)Cl)C